C(#N)C1=C(OC=2C=C3C(N(C=NC3=CC2)CCC2CCNCC2)=O)C(=CC=C1NS(N(C)CC)(=O)=O)F 6-[2-cyano-3-[[ethyl(methyl)sulfamoyl]amino]-6-fluoro-phenoxy]-4-oxo-3-[2-(4-piperidyl)ethyl]quinazoline